CN1C=NC(=C1)CNC(C1=CC(=CC=C1)CNC1=NC=C(C2=C1CCO2)C2=CC=NC=C2)=O N-((1-Methyl-1H-imidazol-4-yl)methyl)-3-(((7-(pyridin-4-yl)-2,3-dihydrofuro[3,2-c]pyridin-4-yl)amino)methyl)benzamid